FS=N.[Li] lithium fluoro-sulfimide salt